1-(4-methylOxybenzylmethyl)piperidine-2,6-dione COC1=CC=C(CCN2C(CCCC2=O)=O)C=C1